S(=O)(=O)([O-])[O-].[Sn+2] stannous mono-sulphate